1-(3-(2-(3,4-dimethoxyphenyl)-3-isopropyl-1H-indol-5-yl)piperidin-1-yl)-2-(dimethylamino)ethan-1-one COC=1C=C(C=CC1OC)C=1NC2=CC=C(C=C2C1C(C)C)C1CN(CCC1)C(CN(C)C)=O